2-oxo-1-phenylhydrazinolat O=NN([O-])C1=CC=CC=C1